1,3,4,6-tetra-O-acetyl-2-amino-2-deoxy-beta-D-glucose hydrochloride Cl.C(C)(=O)O[C@H]1[C@@H]([C@@H](OC(C)=O)[C@H](OC(C)=O)[C@H](O1)COC(C)=O)N